1-[2-[1-(difluoromethyl)-4-methyl-pyrazol-3-yl]-6-[5-[(6-methylpyridazin-3-yl)amino]benzimidazol-1-yl]-3-pyridinyl]ethanol FC(N1N=C(C(=C1)C)C1=NC(=CC=C1C(C)O)N1C=NC2=C1C=CC(=C2)NC=2N=NC(=CC2)C)F